(S)-N-(1-Amino-3-hydroxy-1-oxopropan-2-yl)-5-((2-methoxybenzyl)oxy)-2-methylbenzofuran-3-carboxamide NC([C@H](CO)NC(=O)C1=C(OC2=C1C=C(C=C2)OCC2=C(C=CC=C2)OC)C)=O